The molecule is a dihydropyridine, a methyl ester and a C-nitro compound. It has a role as a calcium channel blocker, a vasodilator agent, a tocolytic agent and a human metabolite. CC1=C(C(C(=C(N1)C)C(=O)OC)C2=CC=CC=C2[N+](=O)[O-])C(=O)OC